1,2-diamino-4-nitrophenol NC1(C(C=C(C=C1)[N+](=O)[O-])N)O